2-(3-bromobicyclo[1.1.1]pentane-1-yl)propan-2-ol BrC12CC(C1)(C2)C(C)(C)O